COC(=O)C1C(N(N=C(C1)C1=CC(=C(C=C1)Cl)F)C1=CC(=CC(=C1)F)F)=O 6-(4-chloro-3-fluorophenyl)-2-(3,5-difluorophenyl)-3-oxo-2,3,4,5-tetrahydropyridazine-4-carboxylic acid methyl ester